9-(4-aminocarbonyl-2-nitrophenyl)-6-[(1H-imidazol-1-yl)methyl]-9H-carbazole-2-carboxylic acid NC(=O)C1=CC(=C(C=C1)N1C2=CC=C(C=C2C=2C=CC(=CC12)C(=O)O)CN1C=NC=C1)[N+](=O)[O-]